4,6-dichloro-5-(2-(difluoromethoxy)phenyl)-2-(4-(ethylsulfonyl)benzyl)-1H-benzo[d]imidazole ClC1=C(C(=CC=2NC(=NC21)CC2=CC=C(C=C2)S(=O)(=O)CC)Cl)C2=C(C=CC=C2)OC(F)F